CC1=CC=CC(=C1)[N+](=O)[O-] (E)-2-methyl-4-nitrobenzene